S1C(=NC2=C1C=CC=C2)NC(=O)C=2C=CC=C1CCN(CC21)C2=CC=C(C(=N2)C(=O)OC(C)(C)C)C=2C(=C(OCC[C@@H]1CN(CCC1)CC(=O)O)C=CC2)C (R)-2-(3-(2-(3-(6-(8-(benzo[d]thiazol-2-ylcarbamoyl)-3,4-dihydroisoquinolin-2(1H)-yl)-2-(tert-butoxycarbonyl)pyridin-3-yl)-2-methylphenoxy)ethyl)piperidin-1-yl)acetic acid